(2R,3S,4R,5R)-(acetoxymethyl)-6-(benzyloxy)-5-(1,3-dioxoisoindolin-2-yl)tetrahydro-2H-pyran-3,4-diyl diacetate C(C)(=O)O[C@@H]1[C@H](OC([C@@H]([C@H]1OC(C)=O)N1C(C2=CC=CC=C2C1=O)=O)OCC1=CC=CC=C1)COC(C)=O